O=C1CCC(CC1)OC1=CC=C(C2=C1N=C(O2)N2CC1N(C(C2)C1)C(=O)OC(C)(C)C)C=1SC=CN1 tert-Butyl 3-(4-((4-oxocyclohexyl)oxy)-7-(thiazol-2-yl)benzo[d]oxazol-2-yl)-3,6-diazabicyclo[3.1.1]heptane-6-carboxylate